C(C)C1OC(=O)C2=CC=CC=C2C1 3-ethyl-3,4-dihydro-isocoumarin